2-chloropyrrolo[2,1-f][1,2,4]triazine-4-carboxylic acid ClC1=NN2C(C(=N1)C(=O)O)=CC=C2